F[C@@H]\1[C@@]2(CCC[C@H](C/C1=C\C1=NN=C(S1)C=1C(=CC(=NC1)N1C=NC=C1)O)N2)C 5-(5-((E)-((1S,2S,5R)-2-fluoro-1-methyl-9-azabicyclo[3.3.1]nonan-3-ylidene)methyl)-1,3,4-thiadiazol-2-yl)-2-(1H-imidazol-1-yl)pyridin-4-ol